N[C@@H]1[C@@H](OCC12CCN(CC2)C=2N=CC(=NC2)SC=2C(=C(C=CC2)NC(=O)NS(=O)(=O)C2COCC2)Cl)C N-((3-((5-((3S,4S)-4-amino-3-methyl-2-oxa-8-azaspiro[4.5]decan-8-yl)pyrazin-2-yl)thio)-2-chloro-phenyl)carbamoyl)tetrahydrofuran-3-sulfonamide